5,5'-dibromomethyl-2,2'-bipyridine BrCC=1C=CC(=NC1)C1=NC=C(C=C1)CBr